NC1=NC=CC=C1C1=NC=2C(=NC(=CC2)N2N=CC=C2)N1C=1C=C2CC[C@@H](C2=CC1)NC(CNC)=O (S)-N-(5-(2-(2-aminopyridin-3-yl)-5-(1H-pyrazol-1-yl)-3H-imidazo[4,5-b]pyridin-3-yl)-2,3-dihydro-1H-inden-1-yl)-2-(methylamino)acetamide